FC1(CCN(CC1)CC=1C=CC(=NC1)C=1C=C(C2=C(C=C(O2)CNC(OC(C)(C)C)=O)C1)C(F)(F)F)F tert-butyl (5-(5-((4,4-difluoropiperidin-1-yl)methyl)pyridin-2-yl)-7-(trifluoromethyl)benzofuran-2-yl)methylcarbamate